C1OCC2C1CN(C2)C2=C(CN1CCCC13CCN(CC3)C(=O)OC(C(F)(F)F)C(F)(F)F)C=CC(=C2)C(F)(F)F 1,1,1,3,3,3-Hexafluoropropan-2-yl 1-(2-(tetrahydro-1H-furo[3,4-c]pyrrol-5(3H)-yl)-4-(trifluoromethyl) benzyl)-1,8-diazaspiro[4.5]decane-8-carboxylate